C1(=CC(=CC=C1)C1=NN(C(=C1CC1=CC=C(C=C1)S(N)(=O)=O)C1CC1)C=1SC=C(N1)C(=O)OCC)C1=CC=CC=C1 ethyl 2-(3-([1,1'-biphenyl]-3-yl)-5-cyclopropyl-4-(4-sulfamoylbenzyl)-1H-pyrazol-1-yl)thiazole-4-carboxylate